FC=1C=2C3CCC(OC[C@H]4[C@H](CCCN4C(COC2C=C(C1)F)=O)NC=1OC(=NN1)C)CC3 |o1:9,10| Rel-(1s,15S,16R,19s)-3,5-difluoro-15-[(5-methyl-1,3,4-oxadiazol-2-yl)amino]-8,18-dioxa-11-azatetracyclo[17.2.2.02,7.011,16]tricosa-2(7),3,5-trien-10-one